ClC1=NC=C2C=C(N=C(C2=C1)NC(C)C)CC=O 2-(7-chloro-1-(isopropylamino)-2,6-naphthyridin-3-yl)acetaldehyde